S1C(=CC=C1)CC(=O)O thiophenacetic acid